(R)-8-(2-Cyclohexylthiazol-5-yl)-9-oxooctahydro-2H-pyrazino[1,2-a]pyrazin C1(CCCCC1)C=1SC(=CN1)N1C([C@@H]2N(CCNC2)CC1)=O